N-(2,4-difluoro-3-(7-fluoro-3-(1H-imidazol-2-yl)-1H-indazol-6-yl)phenyl)-2-fluorobenzenesulfonamide FC1=C(C=CC(=C1C1=CC=C2C(=NNC2=C1F)C=1NC=CN1)F)NS(=O)(=O)C1=C(C=CC=C1)F